1-(3,3-difluoro-6-(8-((3-methyl-4-((1-methyl-1H-benzo[d][1,2,3]triazol-5-yl)oxy)phenyl)amino)pyrimido[5,4-d]pyrimidin-2-yl)-1,6-diazaspiro[3.3]heptan-1-yl)-2-fluoroprop-2-en-1-one FC1(CN(C12CN(C2)C=2N=CC1=C(N2)C(=NC=N1)NC1=CC(=C(C=C1)OC1=CC2=C(N(N=N2)C)C=C1)C)C(C(=C)F)=O)F